Butanediamide C(CCC(=O)N)(=O)N